C(C1=CC=CC=C1)C(C(=O)O)CC(=O)N1C[C@H]2CCCC[C@H]2C1 2-benzyl-4-[(3aR,7aS)-octahydro-2H-isoindol-2-yl]-4-oxobutanoic acid